C1(CC1)COC=1C=C(C=CC1)[C@@H](CC)NS(=O)(=O)CC\C=C\CN1C(NC(C1)=O)=O (R,E)-N-(1-(3-(cyclopropylmethoxy)phenyl)propyl)-5-(2,4-dioxoimidazolidin-1-yl)pent-3-ene-1-sulfonamide